N-hexadecyl-3-methylimidazole chloride [Cl-].C(CCCCCCCCCCCCCCC)N1CN(C=C1)C